2-(6-(4-fluoro-3-isopropyl-2-(8-methoxy-[1,2,4]triazolo[1,5-a]pyridin-6-yl)-1H-pyrrolo[2,3-c]pyridin-5-yl)-2,6-diazaspiro[3.3]hept-2-yl)-N-methylacetamide FC1=C2C(=CN=C1N1CC3(CN(C3)CC(=O)NC)C1)NC(=C2C(C)C)C=2C=C(C=1N(C2)N=CN1)OC